N-(2-((3r,5r,7r)-adamantan-1-yl)ethyl)-5-(4-chlorophenyl)-1-(2,4-dichlorophenyl)-4-methyl-1H-pyrazole-3-carboxamide C12(CC3CC(CC(C1)C3)C2)CCNC(=O)C2=NN(C(=C2C)C2=CC=C(C=C2)Cl)C2=C(C=C(C=C2)Cl)Cl